C1(CC1)[C@]1(C(N(C[C@H]1C)C=1C=2N(N=CC1)C=C(C2)C=2C=NN(C2)CCOCC)=O)C#N (3R,4S)-3-cyclopropyl-1-[6-[1-(2-ethoxyethyl)pyrazol-4-yl]pyrrolo[1,2-b]pyridazin-4-yl]-4-methyl-2-oxopyrrolidine-3-carbonitrile